COCCC(=O)N 3-methoxy-propanamide